C(CC#C)OCC(=O)NCCC(C)(C)C but-3-yn-1-yl-oxyacetamido-3,3-dimethylbutane